N,5-dimethoxy-N-methyl-pentanamide CON(C(CCCCOC)=O)C